C(C)C(C)C(CC)(OC(=O)C1C2C=CC(C1)C2=O)C 5-(2-ethyl-3-methyl-3-pentyloxycarbonyl)-7-oxo-bicyclo[2.2.1]Hept-2-ene